2-(4-((7,8-Difluoro-4,4-dimethyl-1,3,4,9-tetrahydropyrano[3,4-b]indol-6-yl)oxy)-3,5-difluorophenyl)-3,5-dioxo-2,3,4,5-tetrahydro-1,2,4-triazine-6-carbonitrile FC1=C(C=C2C3=C(NC2=C1F)COCC3(C)C)OC3=C(C=C(C=C3F)N3N=C(C(NC3=O)=O)C#N)F